(3R)-3-(tert-butoxycarbonylamino)-4-oxo-5-[[4-(trifluoromethoxy)phenyl]methyl]-2,3-dihydro-1,5-benzothiazepine-7-carboxylic acid C(C)(C)(C)OC(=O)N[C@H]1CSC2=C(N(C1=O)CC1=CC=C(C=C1)OC(F)(F)F)C=C(C=C2)C(=O)O